N-[(3-{4-[(1,1-dioxo-1λ6-thian-4-yl)amino]-1-(2,2,2-trifluoroethyl)-1H-indol-2-yl}-1,2,4-oxadiazol-5-yl)methyl]cyclopropanecarboxamide O=S1(CCC(CC1)NC1=C2C=C(N(C2=CC=C1)CC(F)(F)F)C1=NOC(=N1)CNC(=O)C1CC1)=O